N1=NC(=CC=C1C=1N=NN(C1)C=1C(=C(C(=O)O)C=CC1)O)C=1N=NN(C1)C=1C(=C(C(=O)O)C=CC1)O 4'-(pyridazine-3,6-diyl-bis(1H-1,2,3-triazole-4,1-diyl))bis(2-hydroxybenzoic acid)